1-(benzo[b]thiophen-2-yl)-2-(pyridin-2-yl)prop-2-en-1-one S1C2=C(C=C1C(C(=C)C1=NC=CC=C1)=O)C=CC=C2